C(CN1C(=NC2=C1C=CC(=C2)C(N)=O)C2=C(C(=O)O)C=CC=C2Br)N2C(=NC1=C2C=CC(=C1)C(N)=O)C1=C(C(=O)O)C=CC=C1Br 2,2'-(Ethane-1,2-diylbis(5-carbamoyl-1H-benzo[d]imidazole-1,2-diyl))bis(3-bromobenzoic acid)